C(C)N(CC)CC=1C=C(C(=C(C1)OCCCCCCCCC\C=C/C\C=C/CCCCCCCC(=O)O)C)OCCCCCCCCC\C=C/C\C=C/CCCCCCCC(=O)O.C(=O)(OC(C)(C)C)N[C@@H](CCCCN)C(=O)O N-Boclysine (9Z,9'Z,12Z,12'Z)-((5-((diethylamino)methyl)-2-methyl-1,3-phenylene)bis(oxy))bis(butane-4,1-diyl)bis(octadeca-9,12-dienoate)